methyl 3-[2-[[(3S)-1-tert-butoxycarbonyl-3-piperidyl]amino]-5-(trifluoromethyl)pyrimidin-4-yl]-1H-indole-6-carboxylate C(C)(C)(C)OC(=O)N1C[C@H](CCC1)NC1=NC=C(C(=N1)C1=CNC2=CC(=CC=C12)C(=O)OC)C(F)(F)F